2-[3-[methyl-(2,2,6,6-tetramethyl-4-piperidyl)amino]-1,2,4-triazin-6-yl]-5-[1-(trideuteriomethyl)pyrazol-4-yl]phenol CN(C=1N=NC(=CN1)C1=C(C=C(C=C1)C=1C=NN(C1)C([2H])([2H])[2H])O)C1CC(NC(C1)(C)C)(C)C